(1S,6R)-3-(2-{[(2R,7aS)-2-fluoro-hexahydro-1H-pyrrolizin-7a-yl]methoxy}-7-bromo-8-fluoroquinazolin-4-yl)-3,9-diazabicyclo[4.2.1]nonane-9-carboxylic acid tert-butyl ester C(C)(C)(C)OC(=O)N1[C@@H]2CN(CC[C@H]1CC2)C2=NC(=NC1=C(C(=CC=C21)Br)F)OC[C@]21CCCN1C[C@@H](C2)F